5-methyl-2-(p-fluorophenyl)-2,4-dihydro-pyrazol CC=1CCN(N1)C1=CC=C(C=C1)F